C(C)OC(C1=CC=CC=C1)[Si](Cl)(Cl)Cl Ethoxybenzyltrichlorosilane